3-(ethoxycarbonyl)-1-phenylpent-1-yn-3-yl-2-iodobenzoate C(C)OC(=O)C(C#CC1=CC=CC=C1)(CC)OC(C1=C(C=CC=C1)I)=O